(Z)-9-(4-amino-2-fluoro-but-2-en-1-yl)-7-methyl-6-(3-(methylsulfonyl)phenyl)-7,9-dihydro-8H-purin-8-one NC\C=C(\CN1C2=NC=NC(=C2N(C1=O)C)C1=CC(=CC=C1)S(=O)(=O)C)/F